CC1(CC(=NO1)SC=1C(=NN(C1O)C)C(F)(F)F)C 4-((5,5-dimethyl-4,5-dihydro-isoxazol-3-yl)thio)-1-methyl-3-(trifluoromethyl)-1H-pyrazol-5-ol